CN(CCCCCCCCCC)CCCCCCCCCC N-methyl-N-decyldecylamine